(S)-1-((2-Acetylaminoethyl) thio)-4-methyl-1-oxopent-2-yl (R)-3-((tert-butyloxycarbonyl)Amino)-2-methylpropionate C(C)(C)(C)OC(=O)NC[C@H](C(=O)O[C@H](C(=O)SCCNC(C)=O)CC(C)C)C